(R)-2-((5-acetyl-2-chloropyridin-4-yl)oxy)-1-fluoro-10-methyl-5,6,8,9,10,11-hexahydro-7H-pyrido[3',4':4,5]pyrrolo[2,3-f]isoquinolin-7-one C(C)(=O)C=1C(=CC(=NC1)Cl)OC=1N=CC=2CCC3=C(C2C1F)NC1=C3C(NC[C@H]1C)=O